C(C)(CC)C1C(CCCC1)(CO)CO (2-(sec-butyl)cyclohexane-1,1-diyl)dimethanol